(R)-N-(2-(4-cyanothiazolidin-3-yl)-2-oxoethyl)-6-(2-azaspiro[3.3]heptane-2-yl)quinoline-4-carboxamide C(#N)[C@H]1N(CSC1)C(CNC(=O)C1=CC=NC2=CC=C(C=C12)N1CC2(C1)CCC2)=O